COC1=NC=NC(=C1B1OC(C(O1)(C)C)(C)C)OC 4,6-dimethoxy-5-(4,4,5,5-tetramethyl-1,3,2-dioxaborolan-2-yl)pyrimidine